4-(4-bromonaphthalen-1-yl)-2-(triphenylen-2-yl)benzo[h]Quinazoline BrC1=CC=C(C2=CC=CC=C12)C1=NC(=NC2=C3C(=CC=C12)C=CC=C3)C3=CC=1C2=CC=CC=C2C2=CC=CC=C2C1C=C3